ClC=1C=C(C=C(C1OCCCCl)Cl)C1(COC1)C1=CC=C(OCC(CNS(=O)(=O)C)=O)C=C1 N-(3-(4-(3-(3,5-dichloro-4-(3-chloropropoxy)phenyl)oxetan-3-yl)phenoxy)-2-oxopropyl)methanesulfonamide